(4-((1-methoxypropan-2-yl)oxy)-2-methylphenyl)methanone COCC(C)OC1=CC(=C(C=C1)C=O)C